C(CCCCCC)C1NCCC1 2-heptyl-pyrrolidine